6-bromocaproamide BrCCCCCC(=O)N